(1E-6E)-1,7-bis(4-hydroxy-3-methoxyphenyl)-1,6-heptadiene-3,5-dione OC1=C(C=C(C=C1)\C=C\C(CC(\C=C\C1=CC(=C(C=C1)O)OC)=O)=O)OC